FC1=C(C(=CC2=C1CCCO2)F)B(O)O (5,7-difluoro-3,4-dihydro-2H-1-benzopyran-6-yl)boronic acid